bismuth-tin-antimony-iron-copper [Cu].[Fe].[Sb].[Sn].[Bi]